FC(C(=O)O)(F)F.C1(CC1)NC1=CC(=NC=2N1N=CC2C#N)NC2=CC(=C(C=C2)[C@@H]2CNCC2)CS(=O)(=O)C (R,S)-7-(cyclopropylamino)-5-((3-((methylsulfonyl)methyl)-4-(pyrrolidin-3-yl)phenyl)amino)pyrazolo[1,5-a]pyrimidine-3-carbonitrile monotrifluoroacetic acid salt